tert-butyl 4-((4-(2,2-difluoroethyl)-2-(3-hydroxy-4-(methoxycarbonyl)phenyl)piperazin-1-yl)methyl)-5-methoxy-7-methyl-1H-indole-1-carboxylate FC(CN1CC(N(CC1)CC1=C2C=CN(C2=C(C=C1OC)C)C(=O)OC(C)(C)C)C1=CC(=C(C=C1)C(=O)OC)O)F